ClC1=C(C(=O)NNC(C2=CC(=C(C=C2)C)NC2=NC=CC(=N2)C=2C=NC=CC2)=O)C(=CC=C1)C 2-chloro-6-methyl-N'-[4-methyl-3-[(4-pyridin-3-ylpyrimidin-2-yl)amino]benzoyl]benzohydrazide